COC(=O)C12CCC(CC1)(C2)C(=O)OC dimethylbicyclo[2.2.1]heptane-1,4-dicarboxylate